N-[4-bromo-3-(oxetan-3-ylsulfanyl)phenyl]carbamic acid tert-butyl ester C(C)(C)(C)OC(NC1=CC(=C(C=C1)Br)SC1COC1)=O